C(C1=CC=CC=C1)N1C(=CC(=C1)C1=C(C=CC(=C1)F)F)[C@@H](C(C)(C)C)N(CCCNC(OCC[Si](C)(C)C)=O)C(CSC[C@H](N)C(=O)NCCC(=O)O)=O S-(11-{(1R)-1-[1-benzyl-4-(2,5-difluorophenyl)-1H-pyrrol-2-yl]-2,2-dimethylpropyl}-2,2-dimethyl-6,12-dioxo-5-oxa-7,11-diaza-2-silatridecan-13-yl)-L-cysteinyl-beta-alanine